C(C)(C)N1N=C(C2=CC(=CC=C12)COC1=CC=C2C=C(COC2=C1)C=O)C(F)(F)F 7-(1-isopropyl-3-trifluoromethyl-1H-indazol-5-ylmethoxy)-2H-chromene-3-carbaldehyde